bicyclo[3.1.1]heptene C12=CCCC(C1)C2